ClC=1C=C(C=CC1C#N)C1=NN(C=C1)C[C@H](C)NC(=O)C1=NNC(=C1)C(C)O N-[(2S)-1-[3-(3-chloro-4-cyanophenyl)-1H-pyrazol-1-yl]-propan-2-yl]-5-(1-hydroxyethyl)-1H-pyrazole-3-carboxamide